C1OCC12CCN(C2)C=2C=1N(C=CN2)N=C(C1)C=1C(NC(NC1)=O)=O 5-[4-(2-oxa-7-azaspiro[3.4]oct-7-yl)pyrazolo[1,5-a]pyrazin-2-yl]-1H-pyrimidine-2,4-dione